(2r,5s)-2-(hydroxymethyl)-5-(prop-2-yl)morpholine-4-carboxylic acid tert-butyl ester C(C)(C)(C)OC(=O)N1C[C@@H](OC[C@@H]1C(C)C)CO